3-fluoro-5-(((2aS,3S,4R)-1,1,2,2,3,4-hexafluoro-2a-hydroxy-2,2a,3,4-tetrahydro-1H-cyclopenta[cd]inden-5-yl)oxy)-benzonitrile FC=1C=C(C#N)C=C(C1)OC1=C2C=3[C@@](C(C(C3C=C1)(F)F)(F)F)([C@@H]([C@@H]2F)F)O